OCCOC(C(C)=O)C1=C(C=CC=C1)C (2-hydroxyethoxy)-2-methyl-phenylacetone